(3S)-3-((2S)-2-(((2-(3-chlorophenyl)-2,2-difluoro-1-(pyridin-3-yl)ethoxy)carbonyl)amino)hexanamido)-1-(cyclopropylamino)-1-oxo-4-((S)-2-oxopyrrolidin-3-yl)butan-2-yl acetate C(C)(=O)OC(C(=O)NC1CC1)[C@H](C[C@H]1C(NCC1)=O)NC([C@H](CCCC)NC(=O)OC(C(F)(F)C1=CC(=CC=C1)Cl)C=1C=NC=CC1)=O